BrC1=CC=C(C=C1)C(C(=O)NC=1SC(=CN1)Cl)C1CC(CC1)(F)F 2-(4-bromophenyl)-N-(5-chlorothiazol-2-yl)-2-(3,3-difluorocyclopentyl)acetamide